Tert-Butyl (2-((ethylcarbamoyl)oxy)ethyl)(methyl)carbamate C(C)NC(=O)OCCN(C(OC(C)(C)C)=O)C